azodipotassium N(=N[K])[K]